CCCCCCCCCCCCCCCCCCNC(=O)CCCCCCCCCCC N-octadecyldodecanamide